N1=CC(=CC=2CCCNC12)C1=CC=C(S1)CN1C(NN=C1)=O 4-[[5-(5,6,7,8-tetrahydro-1,8-naphthyridin-3-yl)-2-thienyl]methyl]-1,2,4-triazol-3-one